(2-chloro-6-(trifluoromethyl)pyridin-3-yl)-2-hydroxy-3-((2-methoxyethoxy)methyl)benzamide ClC1=NC(=CC=C1C1=C(C(=C(C(=O)N)C=C1)O)COCCOC)C(F)(F)F